C(N)(=O)C=1C=[N+](C=C(C1)C=1C(=CC2=C(C1)C=1N(N=C(C1CO2)C(=O)N2C(COCC2)(C)C)C2=CC(=CC(=C2)Cl)Cl)OC)[O-] 3-carbamoyl-5-(1-(3,5-dichlorophenyl)-3-(3,3-dimethylmorpholine-4-carbonyl)-7-methoxy-1,4-dihydrobenzopyrano[4,3-c]pyrazol-8-yl)pyridine 1-oxide